2-bromo-3-pyridinol BrC1=NC=CC=C1O